OC[C@H](C1=CC=CC=C1)NC1=CC(=NC=C1C=1OC=NN1)NC=1C=C2C(N(C(C2=CC1)=O)C)=O (S)-5-((4-((2-hydroxy-1-phenylethyl)amino)-5-(1,3,4-oxadiazol-2-yl)pyridin-2-yl)amino)-2-methylisoindoline-1,3-dione